3-((4-methylpyridin-3-yl)oxy)-1-((tetrahydro-2H-pyran-4-yl)methyl)-1H-pyrrole-2,5-dione CC1=C(C=NC=C1)OC=1C(N(C(C1)=O)CC1CCOCC1)=O